4-(trifluoromethyl)pyridine-2-carbonyl chloride FC(C1=CC(=NC=C1)C(=O)Cl)(F)F